C1(=CC(=CC=C1)NCC(CC1=CNC(O1)=S)O)C1=CC=CC=C1 5-{3-[(1,1'-Biphenyl)-3-ylamino]-2-hydroxypropyl}-1,3-oxazol-2(3H)-thione